N-(4-fluorophenethyl)-1-(4-(hydroxycarbamoyl)benzyl)-1H-indole-3-carboxamide FC1=CC=C(CCNC(=O)C2=CN(C3=CC=CC=C23)CC2=CC=C(C=C2)C(NO)=O)C=C1